[N+](=O)([O-])C1=CC=C(C=2CCCCC12)NC(C)=O N-(4-nitro-5,6,7,8-tetrahydronaphthalen-1-yl)acetamide